CS(=O)(=O)OCCN(C1=C(C=C(C=C1C(NCCOP(=O)(O)O)=O)[N+](=O)[O-])[N+](=O)[O-])CCBr 2-((2-Bromoethyl)(2,4-dinitro-6-((2-(phosphonooxy)ethyl)carbamoyl)phenyl)amino)ethyl methanesulfonate